N-(4-(8-fluoro-2,3-dihydrobenzo[f][1,4]oxazepin-4(5H)-yl)-2,6-dimethylphenyl)-4-methyl-oxazole-5-carboxamide FC1=CC2=C(CN(CCO2)C2=CC(=C(C(=C2)C)NC(=O)C2=C(N=CO2)C)C)C=C1